(16S,21R)-21-amino-16-((carboxymethyl)carbamoyl)-6-imino-4,13,18-trioxo-3-oxa-14-thia-5,7,12,17-tetraazadocosan-22-oic acid N[C@H](CCC(N[C@H](CSC(NCCCCNC(NC(OCC)=O)=N)=O)C(NCC(=O)O)=O)=O)C(=O)O